CN1N=CC(=C1C1=CC=C(OCC2=NC3=CC=CC=C3C(=C2)C(=O)O)C=C1)C1=CC=NC=C1 2-[[4-[2-methyl-4-(4-pyridinyl)pyrazol-3-yl]phenoxy]methyl]quinoline-4-carboxylic acid